5-(azetidin-3-yl)-2-(difluoromethyl)-4-methoxypyridine N1CC(C1)C=1C(=CC(=NC1)C(F)F)OC